tert-Butyl (2S,4R)-4-fluoro-2-((1-(3,3,3-trifluoropropyl)-1H-pyrazol-3-yl)carbamoyl)pyrrolidine-1-carboxylate F[C@@H]1C[C@H](N(C1)C(=O)OC(C)(C)C)C(NC1=NN(C=C1)CCC(F)(F)F)=O